methyl 2-(1-methylpiperidin-2-yl)-2-(p-tolyl)acetate hydrochloride Cl.CN1C(CCCC1)C(C(=O)OC)C1=CC=C(C=C1)C